BrC1=CC=CC=2C=3N(C(=NC12)N[C@@H](C(=O)N1[C@H]2CN([C@@H](C1)C2)C)C)N=C(N3)C3=CC=C(C=C3)OC (2R)-2-{[7-bromo-2-(4-methoxyphenyl)[1,2,4]triazolo[1,5-c]quinazolin-5-yl]amino}-1-[(1R,4R)-5-methyl-2,5-diazabicyclo[2.2.1]hept-2-yl]propan-1-one